C(C)(C)(C)OC(=O)NCC=1OC2=C(C1)C=C(C=C2C(=O)OCC)C(F)(F)F Ethyl 2-(((tert-butoxycarbonyl)amino)methyl)-5-(trifluoromethyl)benzofuran-7-carboxylate